N-(3,5-bis(trifluoromethyl)phenyl)-N-methyl-7-(trifluoromethyl)-1H-benzo[d]imidazole-2-amine FC(C=1C=C(C=C(C1)C(F)(F)F)N(C1=NC2=C(N1)C(=CC=C2)C(F)(F)F)C)(F)F